FC1=C2C(=NC(=C1)C)NC(=C2C)C(=O)O 4-fluoro-3,6-dimethyl-1H-pyrrolo[2,3-b]pyridine-2-carboxylic acid